FC=1C=C(C(=NC1)N1C=C(C=C1C)C(=O)OC)OCC1=CC(=CC(=C1)S(=O)(=O)C)F methyl 1-{5-fluoro-3-[(3-fluoro-5-methanesulfonylphenyl)methoxy]pyridin-2-yl}-5-methylpyrrole-3-carboxylate